(2S,4S)-4-((4-cyclopropyl-1H-pyrazol-3-yl)amino)-1-(2-methylbenzofuro[3,2-d]pyrimidin-4-yl)pyrrolidine-2-carboxylic acid C1(CC1)C=1C(=NNC1)N[C@H]1C[C@H](N(C1)C=1C2=C(N=C(N1)C)C1=C(O2)C=CC=C1)C(=O)O